tert-butyl 2'-(2-aminopyrimidin-4-yl)-4'-oxo-5',6'-dihydro-1'H-spiro[piperidine-4,7'-pyrrolo[3,2-c]pyridine]-1-carboxylate NC1=NC=CC(=N1)C1=CC=2C(NCC3(C2N1)CCN(CC3)C(=O)OC(C)(C)C)=O